ClC1=C2C(=C(N=N1)NC1CN(CCC1)C)C=NC(=C2)C 1-chloro-7-methyl-N-(1-methylpiperidin-3-yl)pyrido[3,4-d]pyridazin-4-amine